3-cyclohexyl-1-oxa-2,7-diazaspiro[4.4]non-2-ene C1(CCCCC1)C1=NOC2(C1)CNCC2